C(C1=CC=CC=C1)N(C(=O)OC(C=1C(=NC=CC1)OC)C1=C(C=CC(=C1)F)F)C1=CC(=NN1)[C@@H]1C[C@@H](CC1)O (2,5-difluorophenyl)(2-methoxypyridin-3-yl)methanol benzyl-(3-((1S,3R)-3-hydroxycyclopentyl)-1H-pyrazol-5-yl)carbamate